C(CCN=C=O)C[C@@H](C(=O)OCCN=C=O)N=C=O lysine triisocyanate